ClC1=CC=2CN(CN3C2C(=C1C(=O)N[C@H](C(=O)O)CC1=CC(=CC=C1)S(=O)(=O)C)C(=C3)F)C(=O)C3=CC=C1C=CNC1=C3 (S)-2-(8-chloro-6-fluoro-2-(1H-indole-6-carbonyl)-2,3-dihydro-1H-pyrrolo[3,2,1-ij]quinazolin-7-carboxamido)-3-(3-(methylsulfonyl)phenyl)propanoic acid